phenyl-lactic acid C1(=CC=CC=C1)C(C(=O)O)(O)C